(3aR,6aS)-5-[[6-(1,3-dimethylpyrazol-4-yl)pyridazin-3-yl]oxy-methyl]-2-(tetrahydro-pyran-4-ylmethyl)-3,3a,4,5,6,6a-hexa-hydro-1H-cyclopenta[c]pyrrole CN1N=C(C(=C1)C1=CC=C(N=N1)OCC1C[C@@H]2[C@@H](CN(C2)CC2CCOCC2)C1)C